3-(cyclopropylmethyl)-5-(3-(2-methoxypyridin-3-yl)pyrazolo[1,5-a]pyrimidin-5-yl)-4,5,6,7-tetrahydro-3H-imidazo[4,5-c]pyridine C1(CC1)CN1C=NC2=C1CN(CC2)C2=NC=1N(C=C2)N=CC1C=1C(=NC=CC1)OC